CC=1C=C2C3=C(C(=N[C@H](C(N3CC2)=O)NC(=O)C2=CC=NC=C2)C2=CC=CC=C2)C1 N-[(3R)-3,4,6,7-tetrahydro-9-methyl-4-oxo-1-phenylpyrrolo[3,2,1-jk][1,4]benzodiazepin-3-yl]-4-pyridinecarboxamide